1,3,6-trihydroxy-2-methyl-9,10-anthracenedione OC1=C(C(=CC=2C(C3=CC(=CC=C3C(C12)=O)O)=O)O)C